(R)-2-((1-(6-chloro-2-(4,4-difluoropiperidin-1-yl)-3-methyl-4-oxo-3,4-dihydroquinazolin-8-yl)ethyl)amino)benzoic acid ClC=1C=C2C(N(C(=NC2=C(C1)[C@@H](C)NC1=C(C(=O)O)C=CC=C1)N1CCC(CC1)(F)F)C)=O